C(C)(C)(C)[Si](OCC1=C(C=CC(=C1)Cl)C=O)(C)C [2-[[tert-butyl-(dimethyl)silyl]oxymethyl]-4-chloro-phenyl]methanone